[C@@H]12CNC[C@H]2C1OC1=NC(=CC(=C1)C(C)(C)NC(OCC1=CC=CC=C1)=O)C1=CC=C(C=C1)F Benzyl (2-(2-(((1R,5S,6s)-3-azabicyclo[3.1.0]hexan-6-yl)oxy)-6-(4-fluorophenyl)pyridin-4-yl)propan-2-yl)carbamate